N-((S)-1-(6-((R)-Cyclopropyl(2-(3,3-difluorocyclobutyl)acetamido)methyl)-1H-benzo[d]imidazol-2-yl)-2-(1-(trifluoromethyl)cyclopropyl)ethyl)-4-methyl-1,2,5-oxadiazole-3-carboxamide C1(CC1)[C@H](C=1C=CC2=C(NC(=N2)[C@H](CC2(CC2)C(F)(F)F)NC(=O)C2=NON=C2C)C1)NC(CC1CC(C1)(F)F)=O